C(C)OC(C(F)(F)C=1C=C(CN2CCN3N=C(C(=C32)C(=O)N[C@@H](C)C3=CC=C(C(=O)OC)C=C3)C(F)(F)F)C=CC1)=O Methyl (S)-4-(1-(1-(3-(2-ethoxy-1,1-difluoro-2-oxoethyl)benzyl)-6-(trifluoromethyl)-2,3-dihydro-1H-imidazo[1,2-b]pyrazole-7-carboxamido)ethyl)benzoate